spermidine-d8 N(C(C(C(CNCCCN)([2H])[2H])([2H])[2H])([2H])[2H])([2H])[2H]